N-[4-(3-Cyanophenyl)-5-(2,6-dimethyl-4-pyridyl)thiazol-2-yl]-2-oxa-7-azaspiro[4.4]nonane-7-carboxamide C(#N)C=1C=C(C=CC1)C=1N=C(SC1C1=CC(=NC(=C1)C)C)NC(=O)N1CC2(CCOC2)CC1